[(1S)-2-ethoxy-2-oxo-1-(2-thienylmethyl)ethyl]ammonium chloride [Cl-].C(C)OC([C@H](CC=1SC=CC1)[NH3+])=O